2,2-difluoro-2-(4-(1-(trifluoromethyl)cyclopropyl)phenyl)acetic acid FC(C(=O)O)(C1=CC=C(C=C1)C1(CC1)C(F)(F)F)F